NC(C#N)CC=1C=NC=C(C1)C 2-amino-3-(5-methylpyridin-3-yl)propionitrile